CC[C@H](CC[C@@H](C)[C@H]1CC[C@H]2[C@@H]3CCC4CCCC[C@]4(C)[C@H]3CC[C@]12C)C(C)(C)O 25-stigmastanol